BrCCOC=1C(=C2C(=NC1)NC=C2)F 5-(2-Bromoethoxy)-4-fluoro-1H-pyrrolo[2,3-b]pyridine